O1C(CCC12CCCCC2)=O 1-oxaspiro(4.5)decan-2-one